C(C=C)OC(=O)C1C(CC=CC1)C(=O)OCC=C 4-cyclohexene-1,2-dicarboxylic acid diallyl ester